N1=CC(=CC=C1)CN1CC(C1)S(=O)(=O)N 1-(pyridin-3-ylmethyl)azetidine-3-sulfonic acid amide